N1=C(C=CC2=CC=CC=C12)C(=O)[O-].[Cs+] cesium quinolate